CNCCCC[C@H](N)C(=O)O N6-Methyllysine